1-(7-bromo-3,4-dihydroisoquinolin-2(1H)-yl)-3-(methylsulfonyl)propan-1-one BrC1=CC=C2CCN(CC2=C1)C(CCS(=O)(=O)C)=O